BrCC1=CC=C(C=C1)C=1NC=CN1 2-(4-(bromomethyl)phenyl)-1H-imidazole